C1CCCC12CCC(CC2)=NNC(NNOC(C)(C)C)=O spiro[4.5]decan-8-ylidene(tert-butoxy)carbohydrazide